Cl.N1=CC(=CC=C1)S(=O)(=O)NC1=CC2=C(N=C(S2)NC(=O)C2CCNCC2)C=C1 N-(6-(pyridine-3-sulfonamido)benzo[d]thiazol-2-yl)piperidine-4-carboxamide hydrochloride